4-Fluoro-N-[(4-methoxyphenyl)methyl]-N-methyl-3-(5-methyl-1,3,4-oxadiazol-2-yl)benzenesulfonamide FC1=C(C=C(C=C1)S(=O)(=O)N(C)CC1=CC=C(C=C1)OC)C=1OC(=NN1)C